CC1(C2=NCN([C@H]3[C@H](OC)[C@H](O)[C@@H](CO)O3)C2=NC=N1)N 6,2'-O-dimethyladenosine